ferrocene Palladium chloride [Pd](Cl)Cl.[CH-]1C=CC=C1.[CH-]1C=CC=C1.[Fe+2]